2-((5-amino-7-(3-cyanophenyl)-8-(pyrimidin-4-yl)-[1,2,4]triazolo[1,5-c]pyrimidin-2-yl)methoxy)nicotinonitrile NC1=NC(=C(C=2N1N=C(N2)COC2=C(C#N)C=CC=N2)C2=NC=NC=C2)C2=CC(=CC=C2)C#N